methyl (S)-3-((1-(2-((3-(2-((1,5-dimethyl-1H-pyrazol-3-yl)amino)-5-methylpyrimidin-4-yl)-1H-indol-7-yl)amino)-2-oxoethyl)pyrrolidin-3-yl)oxy)-1H-pyrrole-2-carboxylate CN1N=C(C=C1C)NC1=NC=C(C(=N1)C1=CNC2=C(C=CC=C12)NC(CN1C[C@H](CC1)OC1=C(NC=C1)C(=O)OC)=O)C